2-(3-(6-(3-(9H-carbazole-9-yl)phenyl)-9-propyl-9H-carbazole-3-yl)phenyl)-1-phenyl-1H-phenanthro[9,10-d]imidazole C1=CC=CC=2C3=CC=CC=C3N(C12)C=1C=C(C=CC1)C=1C=C2C=3C=C(C=CC3N(C2=CC1)CCC)C=1C=C(C=CC1)C1=NC2=C(N1C1=CC=CC=C1)C1=CC=CC=C1C=1C=CC=CC12